NC1C(OC(C1)N1C(NC(C(=C1)C)=O)=O)COP(O)(O)=O phosphoric acid mono-[3-amino-5-(5-methyl-2,4-dioxo-3,4-dihydro-2h-pyrimidin-1-yl)-tetrahydro-furan-2-ylmethyl] ester